ClC1=CC(=C(CN2C(C3=CC(=CC(=C3C2(O)C2=CC=C(C=C2)Cl)F)C(C)(C2CCN(CC2)C)O)=O)C=C1)S(=O)(=O)C 2-(4-chloro-2-(methylsulfonyl)benzyl)-3-(4-chlorophenyl)-4-fluoro-3-hydroxy-6-(1-hydroxy-1-(1-methylpiperidin-4-yl)ethyl)isoindolin-1-one